NC1=C(C(=C(C=C1)P(C)(C)=O)F)SC (4-amino-2-fluoro-3-(methylthio)phenyl)dimethylphosphine oxide